ClC1=CC=C(C=C1)C1=NN(C[C@@H]1C1=CC=CC=C1)C1=NN(C(N1CC(=O)N)=O)CC1=CC=C(C=C1)CN1CCOCC1 2-[3-[(4S)-3-(4-chlorophenyl)-4-phenyl-4,5-dihydro-1H-pyrazol-1-yl]-1-([4-[(morpholin-4-yl)methyl]phenyl]methyl)-5-oxo-4,5-dihydro-1H-1,2,4-triazol-4-yl]acetamide